BrC=1C=CC=C2C(=CNC12)C1N(CCN(C1)C1=CC=CC=C1)C(=O)N (7-bromo-1H-indol-3-yl)-4-phenylpiperazine-1-carboxamide